FC=1C(=NC(=NC1)NC=1C=CC(=C(C(=O)OC)C1)B1OC(C(O1)(C)C)(C)C)NCCC methyl 5-((5-fluoro-4-(propylamino)pyrimidin-2-yl)amino)-2-(4,4,5,5-tetramethyl-1,3,2-dioxaborolan-2-yl)benzoate